ethylmethyl phenyl carbonate C(OCCC)(OC1=CC=CC=C1)=O